3-(4-(3-bromo-2-methylphenoxy)phenyl)-2,2-difluoropropyl trifluoromethanesulfonate FC(S(=O)(=O)OCC(CC1=CC=C(C=C1)OC1=C(C(=CC=C1)Br)C)(F)F)(F)F